1-((1S,3s)-3-((1R,4S)-2-azabicyclo[2.2.1]hept-2-yl)-3-methylcyclobutyl)-6-bromo-3,3-dimethyl-1,3-dihydro-2H-pyrrolo[3,2-b]pyridin-2-one [C@@H]12N(C[C@@H](CC1)C2)C2(CC(C2)N2C(C(C1=NC=C(C=C12)Br)(C)C)=O)C